C1(=CC=CC=C1)C1=CC=CC=2C3=CC=CC(=C3C=CC12)C1=CC=CC=C1 1,8-diphenylphenanthrene